O=C1NC(CCC1N1C(C2=CC=C(C=C2C1)C(=O)N[C@@H](C(F)(F)F)C1=NC=CC=C1)=O)=O 2-(2,6-dioxopiperidin-3-yl)-1-oxo-N-((R)-2,2,2-trifluoro-1-(pyridin-2-yl)ethyl)isoindoline-5-carboxamide